ClC=1N=C(C2=C(N1)N(CC2(C)C)C2=C(C=C(C=C2)F)OC)Cl 2,4-dichloro-7-(4-fluoro-2-methoxyphenyl)-5,5-dimethyl-6,7-dihydro-5H-pyrrolo[2,3-d]pyrimidine